FC=1C=C(C=C(C1)C)C1CCN(CC1)C1=C(C(N(C2=CC=CC=C12)C)=O)C#N 4-[4-(3-Fluoro-5-methylphenyl)piperidin-1-yl]-1-methyl-2-oxo-1,2-dihydroquinoline-3-carbonitrile